9-bromo-8-methoxy-4,5-dihydronaphtho[2,1-d]isoxazole-3-carboxamide BrC=1C(=CC=C2CCC=3C(=NOC3C12)C(=O)N)OC